(S)-4-((3-chloro-2,4-difluorophenyl)(methyl)carbamoyl)-2-oxo-3-(7-oxo-4-(trifluoromethyl)-6,7-dihydro-5H-cyclopenta[b]pyridin-2-yl)imidazolidine-1-carboxylic acid tert-butyl ester C(C)(C)(C)OC(=O)N1C(N([C@@H](C1)C(N(C)C1=C(C(=C(C=C1)F)Cl)F)=O)C1=CC(=C2C(=N1)C(CC2)=O)C(F)(F)F)=O